(S)-1-(3-(2-(cyclopropoxymethyl)pyridin-4-yl)-1,2,4-oxadiazol-5-yl)ethan-1-amine C1(CC1)OCC1=NC=CC(=C1)C1=NOC(=N1)[C@H](C)N